N-(3-chloro-5-methylbenzyl)-2-(3,6-dimethoxypyridin-2-yl)ethan-1-amine hydrochloride Cl.ClC=1C=C(CNCCC2=NC(=CC=C2OC)OC)C=C(C1)C